N-(5-(6-(4-chloro-3-methoxyphenyl)pyrazin-2-yl)thiophen-3-yl)pentanamide ClC1=C(C=C(C=C1)C1=CN=CC(=N1)C1=CC(=CS1)NC(CCCC)=O)OC